rac-tert-butyl (5-(2-((2R,5S)-2-(3-chloro-5-(trifluoromethyl)phenyl)-5-methylpiperidin-1-yl)-2-oxoacetamido)-3-methylpyridin-2-yl)carbamate ClC=1C=C(C=C(C1)C(F)(F)F)[C@@H]1N(C[C@H](CC1)C)C(C(=O)NC=1C=C(C(=NC1)NC(OC(C)(C)C)=O)C)=O |r|